2'-amino-5'-(6-cyanoquinolin-4-yl)-N,N-dimethyl-[2,3'-bipyridine]-5-carboxamide NC1=NC=C(C=C1C1=NC=C(C=C1)C(=O)N(C)C)C1=CC=NC2=CC=C(C=C12)C#N